(R)-(5-benzyloxy-pyridin-3-yl)-(1,3-dimethyl-azetidin-3-yl)-(4-isopropyl-phenyl)-methanol C(C1=CC=CC=C1)OC=1C=C(C=NC1)[C@@](O)(C1=CC=C(C=C1)C(C)C)C1(CN(C1)C)C